hexa-methylene diacrylate C(C=C)(=O)OCCCCCCOC(C=C)=O